CC(C)(COP(=O)([O-])OP(=O)([O-])OC[C@@H]1[C@H]([C@H]([C@@H](O1)N2C=NC3=C(N=CN=C32)N)O)OP(=O)([O-])[O-])[C@H](C(=O)NCCC(=O)NCCSC(=O)CCC[N+](C)(C)C)O The molecule is a triply charged acyl-CoA oxoanion arising from deprotonation of the phosphate and diphosphate OH groups of gamma-butyrobetainyl-CoA. It is a conjugate base of a gamma-butyrobetainyl-CoA.